N-(5-((5-cyano-4-(1-cyclopropyl-1H-indol-3-yl)pyrimidin-2-yl)Amino)-2-((2-(dimethylamino)ethyl)(methyl)amino)-4-methoxyphenyl)3-chloropropionamide hydrochloride Cl.C(#N)C=1C(=NC(=NC1)NC=1C(=CC(=C(C1)NC(CCCl)=O)N(C)CCN(C)C)OC)C1=CN(C2=CC=CC=C12)C1CC1